C(C=C)(=O)O.C(C=C)(=O)O.C(C=C)(=O)O.C(C=C)(=O)O.C(O)C(CC)(CO)CO (1,1,1-trimethylolpropane) tetraacrylate